2-chloro-4-fluoro-N-[3-(1-methylpiperidin-4-yl)-1,2-benzoxazol-5-yl]benzamide ClC1=C(C(=O)NC=2C=CC3=C(C(=NO3)C3CCN(CC3)C)C2)C=CC(=C1)F